2-methyl-4-(4-(Pentafluorosulfanyl)benzyl)-4H-thiophene CC=1SCC(C1)CC1=CC=C(C=C1)S(F)(F)(F)(F)F